tert-butyl 1'-(2,6-dioxapiperidin-3-yl)-2'-oxospiro[azetidine-3,3'-indoline]-1-carboxylate N1OC(CCO1)N1C(C2(C3=CC=CC=C13)CN(C2)C(=O)OC(C)(C)C)=O